1-benzyl-3-(trans-4-((5-cyanopyridin-2-yl)amino)cyclohexyl)-1-methyl-3-(4-(1-methyl-1H-pyrazol-4-yl)phenyl)urea C(C1=CC=CC=C1)N(C(=O)N(C1=CC=C(C=C1)C=1C=NN(C1)C)[C@@H]1CC[C@H](CC1)NC1=NC=C(C=C1)C#N)C